(6-(4-fluorophenyl)pyridin-3-yl)boronic acid FC1=CC=C(C=C1)C1=CC=C(C=N1)B(O)O